(S)-5-(2-(dimethylamino)ethoxy)-N-(1-(2-(furan-2-yl)quinolin-4-yl)ethyl)-2-methylbenzamide CN(CCOC=1C=CC(=C(C(=O)N[C@@H](C)C2=CC(=NC3=CC=CC=C23)C=2OC=CC2)C1)C)C